FC=1C(=NC=C(C1)NC(=O)OC1=CC=C(C=C1)[N+](=O)[O-])C(=O)N[C@H](C(=O)OCC)CCC(=O)OCC 1,5-diethyl (2S)-2-({3-fluoro-5-[(4-nitrophenoxycarbonyl)amino]pyridin-2-yl}formamido)pentanedioate